C(C#CC)N1C(=NC=2N(C(N(C(C12)=O)CC1=C(C(=O)O)C=CC=N1)=O)C)N1C[C@@H](CCC1)NC(=O)OC(C)(C)C 2-((7-(but-2-yn-1-yl)-8-((R)-3-((tert-butoxycarbonyl)amino)piperidin-1-yl)-3-methyl-2,6-dioxo-2,3,6,7-tetrahydro-1H-purin-1-yl)methyl)nicotinic acid